C1=CC=CC=2C3=CC=CC=C3C3(C12)CC1(C2=CC=CC=C23)CC2(C3=CC=CC=C31)C3=CC=CC=C3C=3C=CC=CC32 2'H,2''H-trispiro[fluorene-9,1'-indene-3',1''-indene-3'',9'''-fluorene]